N-(5-methyl-1-(tetrahydro-2H-pyran-2-yl)-1H-indazol-6-yl)-2-(3-methyl-5-(piperidin-1-ylsulfonyl)-1H-indol-1-yl)propanamide CC=1C=C2C=NN(C2=CC1NC(C(C)N1C=C(C2=CC(=CC=C12)S(=O)(=O)N1CCCCC1)C)=O)C1OCCCC1